CC(C(=O)OC=1COC2=CC=CC=C2C1)(C)C chromen-3-yl 2,2-dimethylpropionate